(2R)-3-hydroxy-2-(hydroxymethyl)-3-methyl-piperidine-1-carboxylic acid tert-butyl ester C(C)(C)(C)OC(=O)N1[C@@H](C(CCC1)(C)O)CO